FC1(CN(CCC1)S(=O)(=O)C1=CC(=C(C=C1)C=1C(=C2C(=NNC2=CC1)N)C)C)F 5-(4-((3,3-difluoropiperidin-1-yl)sulfonyl)-2-methylphenyl)-4-methyl-1H-indazol-3-amine